3-(p-Ethylphenyl)-2,2-dimethylpropionaldehyd C(C)C1=CC=C(C=C1)CC(C=O)(C)C